2-(cyclohexylmethyl)-N-(2-hydroxypyridin-4-yl)-5-methyl-4-(trifluoromethyl)pyrazole-3-carboxamide C1(CCCCC1)CN1N=C(C(=C1C(=O)NC1=CC(=NC=C1)O)C(F)(F)F)C